4-{[(tert-butoxy)carbonyl]amino}butyl-4-[2-(tert-butoxy)-2-oxoethyl]piperazine C(C)(C)(C)OC(=O)NCCCCN1CCN(CC1)CC(=O)OC(C)(C)C